N[C@@H](C)C1(CN(C1)C(=O)C=1C(=C(C=2N(C1)C=CN2)F)NC2=C(C=C(C=C2)I)F)O 3-[(1S)-1-aminoethyl]-1-({8-fluoro-7-[(2-fluoro-4-iodophenyl)amino]imidazo[1,2-a]pyridin-6-yl}carbonyl)azetidin-3-ol